5-(4-cyclopropylpiperazin-1-yl)-2-methyl-benzoic acid C1(CC1)N1CCN(CC1)C=1C=CC(=C(C(=O)O)C1)C